(E)-1-butyl-4-(4-(dimethylamino)styryl)pyridine iodide salt [I-].C(CCC)N1CC=C(C=C1)\C=C\C1=CC=C(C=C1)N(C)C